(2S)-2-[tert-butoxycarbonyl(methyl)amino]-3-[tert-butyl(diphenyl)silyl]oxy-propanoic acid C(C)(C)(C)OC(=O)N([C@H](C(=O)O)CO[Si](C1=CC=CC=C1)(C1=CC=CC=C1)C(C)(C)C)C